FC(OC=1C=2N(C=CC1)N=C(C2)[C@H]2N(CCC1=C2N=CN1)C(=O)C=1OC(=NN1)C1=NN(C=C1)C(F)F)F (S)-(4-(4-(difluoromethoxy)pyrazolo[1,5-a]pyridin-2-yl)-6,7-dihydro-1H-imidazo[4,5-c]pyridin-5(4H)-yl)(5-(1-(difluoromethyl)-1H-pyrazol-3-yl)-1,3,4-oxadiazol-2-yl)methanone